CO[Si](CCCNCCN)(OC)OC N-[3-(trimethoxysilyl)propyl]-ethylenediamine